chloro(2-methoxyethoxy)methanone ClC(=O)OCCOC